N1C=CC=2C1=NC=C(C2)OC2=C(C(=O)O)C=CC(=C2)C2CCC(CC2)N2C(CCC2)C2=C(C=CC=C2)Cl 2-((1H-pyrrolo[2,3-b]pyridin-5-yl)oxy)-4-(4-(2-(2-chlorophenyl)pyrrolidin-1-yl)cyclohexyl)benzoic acid